benzyl hexahydropyrrolo[3,4-b][1,4]oxazine-4(4aH)-carboxylate hydrochloride Cl.O1C2C(N(CC1)C(=O)OCC1=CC=CC=C1)CNC2